tert-Butyl rac-(4R,5R)-5-[(2-chloroacetyl)amino]-3,3-difluoro-4-hydroxy-piperidine-1-carboxylate tert-Butyl-5-amino-3,3-difluoro-4-hydroxypiperidine-1-carboxylate C(C)(C)(C)OC(=O)N1CC(C(C(C1)N)O)(F)F.ClCC(=O)N[C@H]1[C@H](C(CN(C1)C(=O)OC(C)(C)C)(F)F)O |r|